1,1,1,3,5,7,7,7-octamethyl-3,5-bis[3-(oxiranylmethoxy)propyl]tetrasiloxane C[Si](O[Si](O[Si](O[Si](C)(C)C)(CCCOCC1OC1)C)(CCCOCC1OC1)C)(C)C